imidazolium bis(trifluoromethylsulphonyl)imide [N-](S(=O)(=O)C(F)(F)F)S(=O)(=O)C(F)(F)F.N1C=[NH+]C=C1